C(C)(C)C1=C(NC2=CC=C(C=C12)C=1OC(=C(N1)C(=O)NCC1CNCC1)C)C1=C2C(=NC=C1)NN=C2 2-(3-isopropyl-2-(1H-pyrazolo[3,4-b]pyridin-4-yl)-1H-indol-5-yl)-5-methyl-N-(pyrrolidin-3-ylmethyl)oxazole-4-carboxamide